Cl.FC1=C(C=CC(=C1C)F)C(C)(C)N 2-(2,4-difluoro-3-methylphenyl)propan-2-amine hydrochloride